N-(4-methoxyphenyl)-7-methyl-6-phenyl-7H-pyrrolo[2,3-d]pyrimidin-4-amine COC1=CC=C(C=C1)NC=1C2=C(N=CN1)N(C(=C2)C2=CC=CC=C2)C